CN1C(C(=C(C2=CC=C(C=C12)C)N1CCC(CC1)C1=CC=CC=C1)C#N)=O 1,7-dimethyl-2-oxo-4-(4-phenylpiperidin-1-yl)-1,2-dihydroquinoline-3-carbonitrile